COC1=C(C=CC(=C1)OC1=CC=NC=C1)N1C(N(CC1=O)C1=CC(=CC=C1)C(F)(F)F)=O 3-[2-methoxy-4-(4-pyridinyloxy)phenyl]-1-[3-(trifluoromethyl)phenyl]-2,4-imidazolidinedione